4-(1-Phenyl-cyclopropyl)-piperidine C1(=CC=CC=C1)C1(CC1)C1CCNCC1